N-[(1R)-1-[3-[2-(dimethylamino)-1,1-difluoro-ethyl]phenyl]ethyl]-1-(2-fluorophenyl)-6-oxo-pyridazine-3-carboxamide CN(CC(F)(F)C=1C=C(C=CC1)[C@@H](C)NC(=O)C1=NN(C(C=C1)=O)C1=C(C=CC=C1)F)C